glyceryl monoisooctyl ether C(CCCCC(C)C)OCC(O)CO